1-(1-chloroisoquinolin-4-yl)ethan-1-one (S)-2-(5-(2-(5-ethyl-2-(4-methoxyphenyl)oxazol-4-yl)ethoxy)-2,3-dihydro-1H-inden-1-yl)acetate C(C)C1=C(N=C(O1)C1=CC=C(C=C1)OC)CCOC=1C=C2CC[C@H](C2=CC1)CC(=O)O.ClC1=NC=C(C2=CC=CC=C12)C(C)=O